C=12C=3C=CC(=CC3OC2=CC=CC1)NC(C)=O N-{8-oxatricyclo[7.4.0.02,7]trideca-1(13),2(7),3,5,9,11-hexaen-5-yl}acetamide